COC=1C=C(CN(C2=CC(=NC=C2)CN2C(CNCC2)=O)C2=CC(=CC=C2)N2CCOCC2)C=CC1 1-((4-((3-methoxybenzyl)(3-morpholinophenyl)amino)pyridin-2-yl)methyl)piperazin-2-one